COC(C1=C(C=C(C(=O)OC)C(=C1)Br)Br)=O 2,5-dibromoterephthalic acid dimethyl ester